(S,E)-N7-(1-(2-(bicyclo[1.1.1]pentan-1-ylamino)-2-oxoethyl)-2-oxo-1,2-dihydropyridin-3-yl)-6-(imidazo[2,1-b]thiazole-6-carboxamido)-N1-pentylhept-2-enediamide C12(CC(C1)C2)NC(CN2C(C(=CC=C2)NC([C@H](CC/C=C/C(=O)NCCCCC)NC(=O)C=2N=C1SC=CN1C2)=O)=O)=O